aluminium glycolate C(CO)(=O)[O-].[Al+3].C(CO)(=O)[O-].C(CO)(=O)[O-]